NC1=C(C(NC2=C(C=CC=C12)C1=NC=NC=C1)=O)C(=O)NCCC 4-Amino-2-oxo-N-propyl-8-pyrimidin-4-yl-1H-quinoline-3-carboxamide